(S)-1-(5-(7-methyl-1H-indazol-5-yl)-1H-pyrrole-2-carbonyl)-N-(3,4,5-trifluorophenyl)pyrrolidine-3-carboxamide CC=1C=C(C=C2C=NNC12)C1=CC=C(N1)C(=O)N1C[C@H](CC1)C(=O)NC1=CC(=C(C(=C1)F)F)F